Tert-butyl 2-(3-(1-(3-chloro-N-methyl-5-(trifluoromethyl)benzamido)ethyl)pyrazine-2-carbonyl)-1-methylhydrazine-1-carboxylate ClC=1C=C(C(=O)N(C)C(C)C=2C(=NC=CN2)C(=O)NN(C(=O)OC(C)(C)C)C)C=C(C1)C(F)(F)F